C(C)OC1=CC=C(C(=C1CN1CCNCC1)F)OCOC 1-(6-ethoxy-2-fluoro-3-(methoxymethoxy)benzyl)piperazine